2-[5-[(3R)-3-amino-1,1,4-trioxo-5-[[4-(trifluoromethoxy)phenyl]methyl]-2,3-dihydro-1lambda6,5-benzothiazepin-7-yl]-1,3,4-oxadiazol-2-yl]-2-methyl-propanenitrile N[C@H]1CS(C2=C(N(C1=O)CC1=CC=C(C=C1)OC(F)(F)F)C=C(C=C2)C2=NN=C(O2)C(C#N)(C)C)(=O)=O